C(C)N(C(=O)C=1N=C(SC1)C(=O)NN)CC N,N-diethyl-2-(hydrazinecarbonyl)thiazole-4-carboxamide